N-((1s,3s)-3-(6-((4-(4-((1-(2-(3-(2,6-dioxopiperidin-3-yl)phenoxy)acetyl)piperidin-4-yl)methyl)piperazin-1-yl)phenyl)amino)-9H-purin-9-yl)cyclobutyl)-2-phenylacetamide O=C1NC(CC[C@H]1C=1C=C(OCC(=O)N2CCC(CC2)CN2CCN(CC2)C2=CC=C(C=C2)NC2=C3N=CN(C3=NC=N2)C2CC(C2)NC(CC2=CC=CC=C2)=O)C=CC1)=O